cis-2-azetidin-1-yl-N-[1-(8-cyano-quinoxalin-5-yl)-5,5-difluoro-piperidin-3-yl]Propanamide N1(CCC1)C(C(=O)NC1CN(CC(C1)(F)F)C1=C2N=CC=NC2=C(C=C1)C#N)C